CC=1C=C(C=CC1)C1=C(C=CC(=C1)NC1=CC=CC=C1)C1=CC=C(C=C1)NC1=CC=CC=C1 3-methylphenyl-N,N'-diphenyl-1,1'-biphenyl-4,4'-diamine